methyl(1-(4-methyl-3-((1-(7-(prop-1-en-2-yl)quinolin-5-yl)cyclopropyl)carbamoyl) phenoxy)propan-2-yl)carbamate COC(NC(COC1=CC(=C(C=C1)C)C(NC1(CC1)C1=C2C=CC=NC2=CC(=C1)C(=C)C)=O)C)=O